(3-(trimethylsilylmethyl)-cyclopentadienyl)hafnium C[Si](C)(C)CC1=CC(C=C1)[Hf]